N,N-bis(2-hydroxypropyl)-2-furancarboxamide S-(3-(bis(4-methoxyphenyl)(phenyl)methoxy)cyclohexyl)thioacetate COC1=CC=C(C=C1)C(OC1CC(CCC1)S=C(C)O)(C1=CC=CC=C1)C1=CC=C(C=C1)OC.OC(CN(C(=O)C=1OC=CC1)CC(C)O)C